2-isoprop-ylimidazole-4,5-dicarboxylate C(C)(C)C=1NC(=C(N1)C(=O)[O-])C(=O)[O-]